FC1=NC(=C(C(=O)O)C=C1)C 6-Fluoro-2-methyl-nicotinic acid